2-(3-Fluoro-4-(methylsulfonyl)phenyl)-6-(1'-isobutyl-[1,4'-bipiperidin]-4-yl)-4-methyl-1H-benzo[d]imidazol FC=1C=C(C=CC1S(=O)(=O)C)C1=NC2=C(N1)C=C(C=C2C)C2CCN(CC2)C2CCN(CC2)CC(C)C